1-(2,3-difluorophenyl)-3-[[2-(2,2,2-trifluoroethoxy)pyridin-4-yl]methyl]urea FC1=C(C=CC=C1F)NC(=O)NCC1=CC(=NC=C1)OCC(F)(F)F